BrC=1C=C(C=CC1)C(C=NO)=O 2-(3-bromophenyl)-2-oxoacetaldoxime